[1-[5-cyano-2-[(1-methylpyrazol-4-yl)amino]pyrimidin-4-yl]-3-methyl-indol-5-yl]prop-2-enamide C(#N)C=1C(=NC(=NC1)NC=1C=NN(C1)C)N1C=C(C2=CC(=CC=C12)C(C(=O)N)=C)C